Ethyl (R)-1-((5-(N,N-diethylsulfamoyl)pyridin-2-yl)sulfonyl)piperidine-3-carboxylate C(C)N(S(=O)(=O)C=1C=CC(=NC1)S(=O)(=O)N1C[C@@H](CCC1)C(=O)OCC)CC